FC(C(=O)N1[C@H](CN(CC1)C=1C2=C(N=C(N1)OC[C@H]1N(CCC1)C)C[C@]1(CC3=CC=CC=C3CC1)C2)CC#N)=C 2-((S)-1-(2-fluoroacryloyl)-4-((R)-2-(((S)-1-methylpyrrolidin-2-yl)methoxy)-3',4',5,7-tetrahydro-1'H-spiro[cyclopenta[d]pyrimidine-6,2'-naphthalen]-4-yl)piperazin-2-yl)acetonitrile